trans-4-aminomethyl-cyclohexyl-1-(2-amino-ethyl)-piperazine NC[C@@H]1CC[C@H](CC1)C1N(CCNC1)CCN